C(=O)(O)C1=C(C=C(C(=O)OCC(C)C)C#N)C=CC(=C1)O isobutyl 2-carboxy-4-hydroxy-α-cyanocinnamate